CC1=C2/C(/N(C(C2=CC=C1)=O)N(CC1=NC=CC=C1)C)=C/C1=CC=CC=C1 Methyl-(Z)-3-benzylidene-2-(methyl-[2-picolyl]amino)-1-oxoisoindoline